(4-chloro-6-((3-fluorophenyl)amino)pyridin-2-yl)(4-phenylpiperazin-1-yl)methanone ClC1=CC(=NC(=C1)NC1=CC(=CC=C1)F)C(=O)N1CCN(CC1)C1=CC=CC=C1